C(O)O Methylene hydroxide